CO[C@H](C(C)OC)C=1C(=C2C(=NN(C2=CC1)C)N)OC 5-((1S)-1,2-Dimethoxypropyl)-4-methoxy-1-methyl-1H-indazol-3-amine